FC(CNS(=O)(=O)N[C@@H]1CC[C@H](OC1)CN1CCC2(CNC2)CC1)F 7-(((2S,5R)-5-((N-(2,2-difluoroethyl)sulfamoyl)amino)tetrahydro-2H-pyran-2-yl)methyl)-2,7-diazaspiro[3.5]nonan